3,5-dibromo-1-(2-((tetrahydro-2H-pyran-2-yl)oxy)ethyl)-1H-1,2,4-triazole BrC1=NN(C(=N1)Br)CCOC1OCCCC1